ClC=1N=C(C2=C(N1)C=C(S2)CN2CCN(CC2)C(=O)OC(C)(C)C)N2CCOCC2 tert-butyl 4-((2-chloro-4-morpholinothieno[3,2-d]pyrimidin-6-yl)methyl)piperazine-1-carboxylate